N-[2-[4-[3-(1,3-dimethylindazol-6-yl)-1,2,4-oxadiazol-5-yl]-1-piperidinyl]-2-oxo-ethyl]-6-methoxy-pyridine-2-carboxamide CN1N=C(C2=CC=C(C=C12)C1=NOC(=N1)C1CCN(CC1)C(CNC(=O)C1=NC(=CC=C1)OC)=O)C